[2-(6-{[5-(5-acetamidopyrazol-1-yl)-1,3,4-thiadiazol-2-yl]carbamoyl}-3-(2-methoxyethoxy)-2-oxopyran-4-yl)-3-methoxyphenyl]methyl methanesulfonate CS(=O)(=O)OCC1=C(C(=CC=C1)OC)C1=C(C(OC(=C1)C(NC=1SC(=NN1)N1N=CC=C1NC(C)=O)=O)=O)OCCOC